FC=1C=C2C=C(C(=CC2=CC1)OC1=CC2=CC=C(C=C2C=C1C1=CC=C(C=C1)F)F)C1=CC=C(C=C1)F 6-fluoro-3-(4-fluorophenyl)-β-naphthylether